tert-butyl (1,3-diazidopropan-2-yl)carbamate N(=[N+]=[N-])CC(CN=[N+]=[N-])NC(OC(C)(C)C)=O